ClC=1C=C(C=CC1)C1(CC=C(C=C1)C(CC(=O)N[C@H](C(=O)N[C@H](CO)C[C@H]1C(NCC1)=O)CCCC)O)C (2S)-2-(4-(3-chlorophenyl)-3-hydroxy-4-methyl-3-phenylpropionamido)-N-((S)-1-hydroxy-3-((S)-2-oxopyrrolidin-3-yl)propan-2-yl)hexanamide